((2-(3'-(7-cyano-5-(((R)-3-(hydroxymethyl)pyrrolidin-1-yl)methyl)benzo[d]oxazol-2-yl)-2,2'-dimethyl-[1,1'-biphenyl]-3-yl)-6-(difluoromethoxy)benzo[d]oxazol-5-yl)methyl)-L-proline C(#N)C1=CC(=CC=2N=C(OC21)C=2C(=C(C=CC2)C2=C(C(=CC=C2)C=2OC1=C(N2)C=C(C(=C1)OC(F)F)CN1[C@@H](CCC1)C(=O)O)C)C)CN1C[C@@H](CC1)CO